C(C)OC1=CC(CC(C1)(C)C)=[O+]CC (E)-(3-Ethoxy-5,5-dimethyl-cyclohex-2-en-1-yliden)-ethyl-oxonium